3-[4-[2-(4-fluoro-4-piperidyl)ethyl]phenyl]piperidine-2,6-dione FC1(CCNCC1)CCC1=CC=C(C=C1)C1C(NC(CC1)=O)=O